C(=C)C(C)C=C Divinylethan